6-[2-[6-(2-butyloctanoyloxy)hexoxy]-3-[2-[2-[2-[2-(2-hydroxyethoxy)ethoxy]ethoxy]ethoxy]ethyl-octyl-amino]-3-oxo-propoxy]hexyl 2-butyloctanoate C(CCC)C(C(=O)OCCCCCCOCC(C(=O)N(CCCCCCCC)CCOCCOCCOCCOCCO)OCCCCCCOC(C(CCCCCC)CCCC)=O)CCCCCC